C1(CC1)C1=NC=NC(=C1C1=NC=C2C(=N1)N(N=C2)CC2=CC=C(C=C2)C=2N(C=C(N2)C(F)(F)F)CC)OC([2H])([2H])[2H] 6-(4-cyclopropyl-6-(methoxy-d3)pyrimidin-5-yl)-1-(4-(1-ethyl-4-(trifluoromethyl)-1H-imidazol-2-yl)benzyl)-1H-pyrazolo[3,4-d]pyrimidine